CC1=CC=2C(=NC=CN2)N=C1N1CC2=C(CC1)N=C(S2)N 5-(7-methylpyrido[2,3-b]pyrazin-6-yl)-4,5,6,7-tetrahydrothiazolo[5,4-c]pyridin-2-amine